tert-butyl 4-[6-(8-methoxy-2-methyl-imidazo[1,2-b]pyridazin-6-yl)thieno[3,2-b]pyridin-2-yl]-3,6-dihydro-2H-pyridine-1-carboxylate COC=1C=2N(N=C(C1)C=1C=C3C(=NC1)C=C(S3)C=3CCN(CC3)C(=O)OC(C)(C)C)C=C(N2)C